adipylCoA C(CCCCC(=O)O)(=O)SCCNC(CCNC([C@@H](C(COP(OP(OC[C@@H]1[C@H]([C@H]([C@@H](O1)N1C=NC=2C(N)=NC=NC12)O)OP(=O)(O)O)(=O)O)(=O)O)(C)C)O)=O)=O